3-hydroxy-3-methyloctanoic acid OC(CC(=O)O)(CCCCC)C